N-(3-chloro-4-((5-(4-methoxyphenyl)-1H-pyrazol-3-yl)amino)phenyl)acetamid ClC=1C=C(C=CC1NC1=NNC(=C1)C1=CC=C(C=C1)OC)NC(C)=O